C(C)NC(=O)[C@H]1O[C@H]([C@@H]([C@@H]1O)O)N1C2=NC(=NC(=C2N=C1)NC)C=1OC(=CC1)C (2s,3s,4r,5r)-N-ethyl-3,4-dihydroxy-5-(6-(methylamino)-2-(5-methylfuran-2-yl)-9H-purin-9-yl)tetrahydrofuran-2-carboxamide